CC(CO)(CN1N=NC2=C1C=CC(=C2)C2=NOC(=N2)C2=C(C=NC=C2)C(F)(F)F)C 2,2-dimethyl-3-(5-(5-(3-(trifluoromethyl)pyridin-4-yl)-1,2,4-oxadiazol-3-yl)-1H-benzo[d][1,2,3]triazol-1-yl)propan-1-ol